COCC=1N=C2N(N=C(C(=C2)C)N2CC=3C=C(C=NC3CC2)C2=C(C=CC=C2)OC(F)(F)F)C(C1)=O 2-(methoxymethyl)-8-methyl-7-(3-(2-(trifluoromethoxy)phenyl)-7,8-dihydro-1,6-naphthyridin-6(5H)-yl)-4H-pyrimido[1,2-b]pyridazin-4-one